(R)-2-(amino(1-(phenylsulfonyl)-1H-indol-2-yl)methyl)-4-fluorophenol N[C@H](C1=C(C=CC(=C1)F)O)C=1N(C2=CC=CC=C2C1)S(=O)(=O)C1=CC=CC=C1